(2,8-dimethyl-imidazo[1,2-A]pyridin-3-yl)-methanol CC=1N=C2N(C=CC=C2C)C1CO